CC=1N=CSC1C1=NC(=C(C(=N1)Cl)Cl)Cl 4-methyl-5-(4,5,6-trichloropyrimidin-2-yl)thiazole